C(C=1C(N)=CC=CC1)(=O)O.P(=O)(O)(O)O[C@@H](C=O)[C@H](O)[C@H](O)CO phosphoribose anthranilate